CC1=NC2=C(C=3CCCCC13)CN(C2)C(CC2CN(C2)C=2C=NC=NC2)=O 1-(5-Methyl-1,3,6,7,8,9-hexahydro-pyrrolo[3,4-c]isoquinolin-2-yl)-2-(1-pyrimidin-5-yl-azetidin-3-yl)-ethanone